2-(2-aminoethyl)-N-{5H,6H,7H-cyclopenta[b]pyridin-7-yl}-1,3-thiazole-4-carboxamide dihydrochloride Cl.Cl.NCCC=1SC=C(N1)C(=O)NC1CCC=2C1=NC=CC2